C(C)(=O)NC1=CC=2CC3=CC=CC=C3C2C=C1 2-acetylaminofluorene